N[C@H](C(=O)N1[C@@H](C[C@H](C1)O)C(=O)NCC1=C(C=C(C=C1)C1=C(N=CS1)C)O)C(C)(C)C (2S,4R)-1-[(2S)-2-Amino-3,3-dimethylbutanoyl]-4-hydroxy-N-{[2-hydroxy-4-(4-methyl-1,3-thiazol-5-yl)phenyl]methyl}pyrrolidine-2-carboxamide